Triazolo[1,5-c]Quinazoline-10-carboxylic acid methyl ester COC(=O)C=1C=2C=3N(C=NC2C=CC1)N=NC3